Cl.ClC1=C(C=CC=C1)C=1OC2=C(C(=CC(=C2C(C1)=O)O)O)[C@@H]1[C@@H](CN(CC1)C)O 2-(2-chlorophenyl)-5,7-dihydroxy-8-[(3S,4R)-3-hydroxy-1-methylpiperidin-4-yl]-4H-chromen-4-one hydrochloride